N-(6-imidazol-1-yl-2-isopropoxy-3-pyridinyl)-5-methyl-3-phenyl-isoxazole-4-carboxamide N1(C=NC=C1)C1=CC=C(C(=N1)OC(C)C)NC(=O)C=1C(=NOC1C)C1=CC=CC=C1